ClC1=NC=2N(C=C1)N=CC2I 5-chloro-3-iodopyrazolo[1,5-a]pyrimidine